COC(C(OCC)OCC)=N 1-methoxy-1-imino-2,2-diethoxyethane